FC(C=1C=C(C=CC1)[Si](OC)(OC)OC)(F)F m-(trifluoromethyl)phenyltrimethoxysilane